BrC=1C=C(C=CC1)/C=C/C(=O)C1=C(C=CC=C1)O (E)-3-(3-Bromophenyl)-1-(2-hydroxyphenyl)prop-2-en-1-one